OCCN(CCN(CCN(CCO)CCO)CCO)CCO N,N,N',N'',N''-pentakis(2-hydroxyethyl)diethylenetriamine